(3E)-1-iodo-14,14-dioctyloxy-3-tetradecene ICC\C=C\CCCCCCCCCC(OCCCCCCCC)OCCCCCCCC